N,N-bis(N,N-dimethyl-2-aminoethyl)-methylamine CN(CCN(CCN(C)C)C)C